2-(2-(2-azidoethoxy)ethoxy)acetamide N(=[N+]=[N-])CCOCCOCC(=O)N